(R)-N-((5S,8s)-4,4-difluoro-1-oxaspiro[4.5]decan-8-yl)-4-(5-(5-fluoro-2-methoxypyridin-4-yl)-1H-pyrazole-3-carbonyl)-4-azaspiro[2.5]octane-7-carboxamide FC1(CCOC12CCC(CC2)NC(=O)[C@@H]2CCN(C1(CC1)C2)C(=O)C2=NNC(=C2)C2=CC(=NC=C2F)OC)F